2-({3-[(2-Hydroxyethyl)amino]-4-meth-oxy-5-methylphenyl}amino)ethanol OCCNC=1C=C(C=C(C1OC)C)NCCO